tert-butyl ((1S,3R)-3-((6-(1-methyl-1H-pyrazol-4-yl)pyrazolo[1,5-a]pyridin-4-yl)oxy)cyclopentyl)carbamate CN1N=CC(=C1)C=1C=C(C=2N(C1)N=CC2)O[C@H]2C[C@H](CC2)NC(OC(C)(C)C)=O